5-hydroxy-2-methyl-2H-indazole-3-carboxylic acid methyl ester COC(=O)C=1N(N=C2C=CC(=CC12)O)C